1-cyano-2-ethoxy-2-oxoethylideneamino(oxy)dimethylamino-morpholino-carbenium hexafluorophosphate F[P-](F)(F)(F)(F)F.C(#N)C(C(=O)OCC)=NO[C+](N1CCOCC1)N(C)C